C1(CC1)[C@H]1OC2=C([C@H](N(C1)CC1=CC(=CC=3C=CSC31)[C@@H](CC(=O)O)C3=C(C1=C(N(N=N1)C)C=C3)C)C)N=C(C=C2)O |o1:7| (3R)-3-(7-{[(2R,5R*)-2-Cyclopropyl-7-hydroxy-5-methyl-2,3-dihydropyrido[2,3-f][1,4]oxazepin-4(5H)-yl]methyl}-1-benzothiophen-5-yl)-3-(1,4-dimethyl-1H-benzotriazol-5-yl)propanoic acid